OC1=CC2=C(CC(O2)C(=O)OC)C=C1 methyl 6-hydroxy-2,3-dihydrobenzofuran-2-carboxylate